2-[(1Z)-5-fluoro-2-methyl-1-{[4-(morpholin-4-yl)phenyl]methylene}-1H-inden-3-yl]-N-hydroxyacetamide FC=1C=C2C(=C(/C(/C2=CC1)=C/C1=CC=C(C=C1)N1CCOCC1)C)CC(=O)NO